N-{[4-(1-methyl-1H-imidazol-2-yl)-2,5-dioxoimidazolidin-4-yl]methyl}-2-(3,4,5-trifluorophenyl)-2H-1,2,3-triazole-4-carboxamide CN1C(=NC=C1)C1(NC(NC1=O)=O)CNC(=O)C1=NN(N=C1)C1=CC(=C(C(=C1)F)F)F